CC1(CC(CCC1)=CC=O)C cis-2-(3,3-dimethyl-cyclohexylidene)acetaldehyde